C1(CC1)C1=C(C(=NO1)C=1C=NC(=CC1)C)COC1=CC=C(N=N1)C(=O)NC1CCOCC1 6-((5-cyclopropyl-3-(6-methylpyridin-3-yl)isoxazol-4-yl)methoxy)-N-(tetrahydropyran-4-yl)pyridazine-3-carboxamide